N-{4-[1-({imidazo[1,2-a]pyridin-6-yl}carbonyl)piperidin-4-yl]butyl}-1H-pyrrolo[3,2-c]pyridine-2-carboxamide N=1C=CN2C1C=CC(=C2)C(=O)N2CCC(CC2)CCCCNC(=O)C2=CC=1C=NC=CC1N2